4-(1-tert-butoxycarbonyl-1,2,3,6-tetrahydropyridin-4-yl)-indolin-2-one C(C)(C)(C)OC(=O)N1CCC(=CC1)C1=C2CC(NC2=CC=C1)=O